(1R,2S,3R,5R)-3-{4-amino-5-bromo-7H-pyrrolo[2,3-d]pyrimidin-7-yl}-5-(2-{[({3-fluorobicyclo[1.1.1]pentan-1-yl}methyl)amino]methyl}-1H-indol-6-yl)cyclopentane-1,2-diol NC=1C2=C(N=CN1)N(C=C2Br)[C@H]2[C@@H]([C@@H]([C@H](C2)C2=CC=C1C=C(NC1=C2)CNCC21CC(C2)(C1)F)O)O